C(CC)O[Si](O)(O)O propoxytrihydroxysilane